4-(3-iodo-1-((2-(trimethylsilyl)ethoxy)methyl)-1H-pyrazolo[3,4-d]pyrimidin-4-yl)morpholine IC1=NN(C2=NC=NC(=C21)N2CCOCC2)COCC[Si](C)(C)C